(3R)-3-methyl-4-(phenyl-(2H-tetrazol-5-yl)methyl)piperazine-1-carboxylic acid tert-butyl ester C(C)(C)(C)OC(=O)N1C[C@H](N(CC1)C(C=1N=NNN1)C1=CC=CC=C1)C